C(C)OC(=O)C1NC(CC1)CCC(=O)OCC 5-(3-ethoxy-3-oxopropyl)pyrrolidine-2-carboxylic acid ethyl ester